(s)-2-((((9H-fluoren-9-yl)methoxy)carbonyl)amino)-3-(6-(4-(tert-butoxycarbonyl)phenyl)pyridin-3-yl)propanoic acid C1=CC=CC=2C3=CC=CC=C3C(C12)COC(=O)N[C@H](C(=O)O)CC=1C=NC(=CC1)C1=CC=C(C=C1)C(=O)OC(C)(C)C